2-(1-(4-chlorophenyl)ethoxy)propan ClC1=CC=C(C=C1)C(C)OC(C)C